(3S)-3-(3',3'-difluoro-6-oxo-1'-((1-((tetrahydro-2H-pyran-4-yl)methyl)-1H-pyrazol-4-yl)methyl)-6,8-dihydro-2H,7H-spiro[furo[2,3-e]isoindole-3,4'-piperidin]-7-yl)piperidine-2,6-dione FC1(CN(CCC12COC1=C3CN(C(C3=CC=C12)=O)[C@@H]1C(NC(CC1)=O)=O)CC=1C=NN(C1)CC1CCOCC1)F